(naphthylphenyl)(dimethylfluorenyl)(diphenylfluorenyl)bis(dimethylfluorenyl)(diphenylfluorenyl)amine C1(=CC=CC2=CC=CC=C12)C1=C(C=CC=C1)C=1C(=C2C=3C(=C(C(=C(C3CC2=CC1)N(C1=C(C(=CC=2C3=CC=CC=C3CC12)C)C)C1=C(C(=CC=2C3=CC=CC=C3CC12)C)C)C1=CC=CC=C1)C1=CC=CC=C1)C1=C(C(=CC=2C3=CC=CC=C3CC12)C1=CC=CC=C1)C1=CC=CC=C1)C1=C(C(=CC=2C3=CC=CC=C3CC12)C)C